C1(=CC=CC=C1)C(C[C-]1C=CC2=CC=CC=C12)C.[Li+] lithium 1-(2-phenylpropyl)-1H-indene-1-ide